The molecule is a bicoumarin that is 7-hydroxy-4-methoxy-5-methyl-2H-chromen-2-one substituted by a 7-hydroxy-4-methoxy-5-methyl-2-oxo-2H-chromen-6-yl group at position 8. It has a role as an Aspergillus metabolite. It is a conjugate acid of a desertorin A(1-). CC1=CC(=C(C2=C1C(=CC(=O)O2)OC)C3=C(C4=C(C=C3O)OC(=O)C=C4OC)C)O